N1(CCOCC1)CCOC1=CC=C(C=C1)C=1C=C(C(=NC1)N)OCC1=CC=CC2=CC=CC=C12 5-[4-(2-morpholin-4-yl-ethoxy)-phenyl]-3-(naphthalen-1-ylmethoxy)-pyridin-2-ylamine